OC1=CC=2OC=3C4=C(C=CC3C3(OC(C5=CC=CC=C35)=O)C2C=C1)C=CC=C4 10-hydroxy-3'H-spiro[benzo[c]xanthene-7,1'-isobenzofuran]-3'-one